O=C1NC(CCC1N1C(C2=CC=CC(=C2C1)C#CCCC1=C(C(=O)N)C=CC(=C1)B1OC(C(O1)(C)C)(C)C)=O)=O (4-(2-(2,6-Dioxopiperidin-3-yl)-1-oxoisoindolin-4-yl)but-3-yn-1-yl)-4-(4,4,5,5-tetramethyl-1,3,2-dioxaborolan-2-yl)benzamide